(S)-tert-butyl 2-(tert-butyldimethyl silyloxy)ethyl(4-(5-(3-cyano-4-isopropoxyphenyl)-1,2,4-oxadiazol-3-yl)-2,3-dihydro-1H-inden-1-yl)carbamate [Si](C)(C)(C(C)(C)C)OCCN(C(OC(C)(C)C)=O)[C@H]1CCC2=C(C=CC=C12)C1=NOC(=N1)C1=CC(=C(C=C1)OC(C)C)C#N